N-(4-fluoro-3-methylphenyl)-5-(2-(((1R,3S)-3-hydroxycyclohexyl)amino)-2-oxoacetyl)-1,2,4-trimethyl-1H-pyrrole-3-carboxamide FC1=C(C=C(C=C1)NC(=O)C1=C(N(C(=C1C)C(C(=O)N[C@H]1C[C@H](CCC1)O)=O)C)C)C